N-(4-bromo-2,5-difluorophenyl)-6-chloro-N-(methoxymethyl)-1H-indole-3-sulfonamide BrC1=CC(=C(C=C1F)N(S(=O)(=O)C1=CNC2=CC(=CC=C12)Cl)COC)F